(4-amino-1,7-dimethyl-1H-pyrazolo[4,3-c]quinolin-8-yl)(2-(3-fluoropyridin-2-yl)-4-hydroxy-4-(trifluoromethyl)pyrazolidin-1-yl)methanone NC1=NC=2C=C(C(=CC2C2=C1C=NN2C)C(=O)N2N(CC(C2)(C(F)(F)F)O)C2=NC=CC=C2F)C